C1=C(C=CC2=CC=CC=C12)C1=C2C=CC=CC2=C(C2=CC=CC=C12)C1=CC=C(C=C1)B(O)O (4-(10-(naphthalen-2-yl)anthracene-9-yl)phenyl)boronic acid